hepta(trimethylsiloxy)trisilyl-styrene C[Si](OC1(C(C(C(C(=C([SiH3])[SiH3])[SiH3])(C=C1)O[Si](C)(C)C)(O[Si](C)(C)C)O[Si](C)(C)C)(O[Si](C)(C)C)O[Si](C)(C)C)O[Si](C)(C)C)(C)C